1,4-dibenzyl-6-fluoro-1,4-diazepane C(C1=CC=CC=C1)N1CCN(CC(C1)F)CC1=CC=CC=C1